3-chloro-5-(4-((3-ethyl-2,4-dioxo-1,2,3,4-tetrahydroquinazolin-7-yl)methyl)piperazin-1-yl)-N,6-dimethylpicolinamide ClC=1C(=NC(=C(C1)N1CCN(CC1)CC1=CC=C2C(N(C(NC2=C1)=O)CC)=O)C)C(=O)NC